C(C=C)(=O)NC1=C(C=CC=C1)C1CCNC=2N1N=C(C2C(=O)N)C2=CC(=C(C(=C2)F)F)Cl 7-(2-Acrylamidophenyl)-2-(3-chloro-4,5-difluorophenyl)-4,5,6,7-tetrahydropyrazolo[1,5-a]pyrimidine-3-carboxamide